1-bromo-5,6,7,8-tetrahydroimidazo[1,5-a]pyridine-3-carboxylic acid BrC=1N=C(N2C1CCCC2)C(=O)O